4-(((3r,4r)-4-methylpiperidin-3-yl)amino)-1H-pyrrolo[2,3-b]pyridine-5-carboxylic acid 2-methoxyethyl ester COCCOC(=O)C=1C(=C2C(=NC1)NC=C2)N[C@H]2CNCC[C@H]2C